FC12CC(C1)(C2)CN[C@H]2CN(CCC2)C=2N=NC(=CC2)CN2N=NC(=C2)C2=C1C=NNC1=CC(=C2)OC (3R)-N-((3-fluorobicyclo[1.1.1]pentan-1-yl)methyl)-1-(6-((4-(6-methoxy-1H-indazol-4-yl)-1H-1,2,3-triazol-1-yl)methyl)pyridazin-3-yl)piperidin-3-amine